3-chloro-1-(1-(cyclopropylsulfonyl)piperidin-4-yl)-1H-pyrazol-4-amine ClC1=NN(C=C1N)C1CCN(CC1)S(=O)(=O)C1CC1